NC=1C=C(C=CC1C1=C(C=C(C=C1)O)N)O 3,3'-diamino-4,4'-Biphenol